COC(\C=C\CCN1C(NC2=CC=C(C=C2C1=O)S(NC1(COC1)C)(=O)=O)=O)=O.C(C)(=O)C=1C(=CSC1)OCC1=CC=C(CCN2CCOCC2)C=C1 4-{4-[(4-Acetylthiophen-3-yloxy)methyl]phenethyl}morpholine methyl-(E)-5-(6-(N-(3-methyloxetan-3-yl)sulfamoyl)-2,4-dioxo-1,4-dihydroquinazolin-3(2H)-yl)pent-2-enoate